2,5-dibromobenzoyl-formic acid BrC1=C(C(=O)C(=O)O)C=C(C=C1)Br